BrC1=C(C=C(C=C1)Cl)C1OCCO1 2-(2-bromo-5-chlorophenyl)-1,3-dioxolane